4-(2-ethyl-1-butenyl)morpholine C(C)C(=CN1CCOCC1)CC